1-((3-(2-methoxypyridin-4-ylethynyl)pyridin-4-yl)mercapto)-1-cyclobutanepropanoic acid COC1=NC=CC(=C1)C#CC=1C=NC=CC1SC1(CCC1)CCC(=O)O